2-chloro-4-(dibenzothiophen-3-yl)-6-phenyl-1,3,5-triazine ClC1=NC(=NC(=N1)C=1C=CC2=C(SC3=C2C=CC=C3)C1)C1=CC=CC=C1